tin oxide, hydrate O.[Sn]=O